1-[4-[[6-[2-chloro-3-(2,3-dichloro-4-pyridyl)phenyl]-2-methoxy-3-pyridyl]methylamino]-1-piperidyl]-2-methoxy-ethanone ClC1=C(C=CC=C1C1=C(C(=NC=C1)Cl)Cl)C1=CC=C(C(=N1)OC)CNC1CCN(CC1)C(COC)=O